1-[[2-(difluoromethoxy)pyridin-4-yl]methyl]-3-[rac-(3R,4S)-3,4-difluorocyclopentyl]urea FC(OC1=NC=CC(=C1)CNC(=O)NC1C[C@H]([C@H](C1)F)F)F |r|